BrC1=CC=C(C=C1)C=1NC(SC1)N/N=C/C=1N=C(C=2N(C3=CC=CC=C3C2C1)CC1=CC=CC=C1)C(C)C 4-(4-Bromophenyl)-2-(((E)-(9-benzyl-1-isopropyl-β-carbolin-3-yl)methylene)hydrazino)-2,3-dihydrothiazole